N-(3-bromo-5-chloropyrazin-2-yl)-6-ethoxypyridinecarboxamide BrC=1C(=NC=C(N1)Cl)NC(=O)C1=NC(=CC=C1)OCC